ClC=1C=C2C(=NC(=NC2=C(C1C1=C(C=CC=C1O)F)F)NC1CCN(CC1)C1CC1)N1CCN(CC1)C(C=C)=O (R)-1-(4-(6-chloro-2-(1-cyclopropyl-piperidin-4-ylamino)-8-fluoro-7-(2-fluoro-6-hydroxyphenyl)quinazolin-4-yl)piperazin-1-yl)prop-2-en-1-one